OCCOC1=C(C=CC=C1)CC(C)(O)C(=O)C(C)(CC1=C(C=CC=C1)OCCO)O 2-hydroxyethoxy-phenyl(2-hydroxy-2-propyl) ketone